5-(2-phenoxyethyl)-2,3,4,5-tetrahydro-1H-benzo[b][1,4]diazepine O(C1=CC=CC=C1)CCN1C2=C(NCCC1)C=CC=C2